2-(methylpropionyloxymethyl)-4-trifluoromethyloxybutane CC(C(C)CCOC(F)(F)F)OC(CC)=O